6-(1,3-benzothiazol-2-ylamino)-5-methyl-pyridazin S1C(=NC2=C1C=CC=C2)NC2=C(C=CN=N2)C